N1=CN=C2NC=NC2=C1C=1C(=NC=CC1)NC=1C=C(C=CC1C)NC(C1=CC(=C(C=C1)Cl)Cl)=O N-(3-((3-(9H-purin-6-yl)pyridin-2-yl)amino)-4-methyl-phenyl)-3,4-dichlorobenzamide